C(C)C=1N=C(C2=C(N1)SC(=C2)C)NCCC2=CC(=CC=C2)C(F)(F)F 2-ethyl-6-methyl-N-(3-(trifluoromethyl)phenethyl)thieno[2,3-d]pyrimidin-4-amine